OCC1=C[C@H]2[C@@H](C(OC=3C=C(C=C(C23)O)C(C)(CCCCCC)C)(C)C)CC1 (6As,10aS)-9-(hydroxymethyl)-6,6-dimethyl-3-(2-methyloctan-2-yl)-6a,7,8,10a-tetrahydrobenzo[c]chromen-1-ol